ethyl (E)-N6-benzoyl-N2-(2-methylbut-2-enoyl)lysinate C(C1=CC=CC=C1)(=O)NCCCC[C@H](NC(\C(=C\C)\C)=O)C(=O)OCC